ICCCCC(CCC)I 1,5-diiodooctane